BrCCNCCBr di(2-bromoethyl)amine